aluminum copper-aluminum [Al].[Cu].[Al]